C1(=CC=CC=C1)C1CCC(=O)O1 γ-phenyl-γ-butyrolactone